O=C1N(C=CC=C1)C1CCOCC1 2-oxo-1-(tetrahydro-2H-pyran-4-yl)-1,2-dihydropyridin